OCCOC1=CC(=NC=C1)C=1N=C(C2=C(N1)CCC2)N(CC(=O)NC=2C=NC(=CC2)OC)C 2-({2-[4-(2-hydroxyethoxy)pyridin-2-yl]-5H,6H,7H-cyclopenta[d]pyrimidin-4-yl}(methyl)amino)-N-(6-methoxypyridin-3-yl)acetamide